C(C)(C)(C)C=1C(=C(C(=NC1Cl)Cl)F)N(C(O)=O)C(=O)OC(C)(C)C.CC1=C(C=CC(=C1)N)C1=C(C=C(C=C1)N)C 2,2'-dimethyl-4,4'-diaminobiphenyl tert-butyl-(tert-butoxycarbonyl)(2,6-dichloro-3-fluoropyridin-4-yl)carbamate